O1C2=C(N(CC1)NC(=O)C1=NN3C(N=CC(=C3C3=C(C(=CC(=C3)F)F)F)C)=C1C(C)C)C=CC=C2 N-(2,3-dihydro-4H-benzo[b][1,4]oxazin-4-yl)-3-isopropyl-6-methyl-7-(2,3,5-trifluorophenyl)-pyrazolo[1,5-a]pyrimidine-2-carboxamide